5-amino-3-(2-phenylquinolin-7-yl)-1H-pyrazole-4-carboxamide NC1=C(C(=NN1)C1=CC=C2C=CC(=NC2=C1)C1=CC=CC=C1)C(=O)N